(3S,4S)-1-(4-(((S)-4-(hexylcarbamoyl)-3-octyl-2-oxoimidazolidin-1-yl)methyl)benzoyl)-N3,N4-bis((1S,2R)-2-phenylcyclopropyl)pyrrolidine-3,4-dicarboxamide C(CCCCC)NC(=O)[C@H]1N(C(N(C1)CC1=CC=C(C(=O)N2C[C@H]([C@@H](C2)C(=O)N[C@@H]2[C@H](C2)C2=CC=CC=C2)C(=O)N[C@@H]2[C@H](C2)C2=CC=CC=C2)C=C1)=O)CCCCCCCC